1-bromo-4-(2-iodoethyl)benzene BrC1=CC=C(C=C1)CCI